3,3-difluoro-homopiperazine FC1(CNCCCN1)F